C(CCCCCCCCCCCCC)N1C(=C(C(C2=C(C=C(C=C12)OCC)OCC)=O)OCC)C1=CC(=C(C=C1)OCC)OC N-tetradecyl-2-(3-methoxy-4-ethoxyphenyl)-3,5,7-triethoxyquinolin-4-one